cyclopropylmethylpyridine-2-carboxamide hydrochloride Cl.C1(CC1)CC=1C(=NC=CC1)C(=O)N